(±)-N-(3-aminopropyl)-N,N-dimethyl-2,3-bis(tetradecyloxy)-1-Propanaminium bromide [Br-].NCCC[N+](C[C@H](COCCCCCCCCCCCCCC)OCCCCCCCCCCCCCC)(C)C |r|